ClC1=C(C=CC(=C1)C(=O)O)C1=C(C=CC=C1)COC 2-Chloro-2'-(methoxymethyl)-[1,1'-biphenyl]-4-carboxylic acid